1,1'-dipentyl-4,4'-bipyridinium dibromide [Br-].[Br-].C(CCCC)[N+]1=CC=C(C=C1)C1=CC=[N+](C=C1)CCCCC